benzyl 4-carbamoylcyclohexanecarboxylate C(N)(=O)C1CCC(CC1)C(=O)OCC1=CC=CC=C1